(S)-4-(3-(1-acryloylpiperidin-2-yl)-8-(trifluoromethyl)imidazo[1,5-a]pyrazin-1-yl)-N-(4-(trifluoromethyl)pyridin-2-yl)benzamide C(C=C)(=O)N1[C@@H](CCCC1)C1=NC(=C2N1C=CN=C2C(F)(F)F)C2=CC=C(C(=O)NC1=NC=CC(=C1)C(F)(F)F)C=C2